C(C(=C)C)(=O)OC(CC[Si](C)(OCC)OCC)C γ-methacryloyloxy-butyl-diethoxy-methyl-silane